(S)-4-(3-(5-(1-amino-1,3-dihydrospiro[indene-2,4'-piperidin]-1'-yl)-6-(hydroxymethyl)pyrazin-2-yl)prop-2-yn-1-yl)phenol N[C@@H]1C2=CC=CC=C2CC12CCN(CC2)C=2N=CC(=NC2CO)C#CCC2=CC=C(C=C2)O